Br.FC(C=1C=C(C=CC1)S(=O)(=O)NC1=C(C(=O)NC=2SC=C(N2)C2=CC=CC=C2)C=CC=C1)(F)F 2-((3-trifluoromethylphenyl)sulfonylamino)-N-(4-phenylthiazol-2-yl)benzamide hydrobromide